FC=1C=C(C=CC1OC1=C2C(=NC=C1)NC(N2C(C)C)=O)NC(=O)C=2C=NN(C2C(F)(F)F)C2=NC=CC=C2C N-(3-fluoro-4-((1-isopropyl-2-keto-2,3-dihydro-1H-imidazo[4,5-b]pyridin-7-yl)oxy)phenyl)-1-(3-methylpyridin-2-yl)-5-(trifluoromethyl)-1H-pyrazole-4-carboxamide